N-(2-Hydroxy-4-phenyl-2-(trifluoromethyl)-2H-chromen-3-yl)isobutyramide OC1(OC2=CC=CC=C2C(=C1NC(C(C)C)=O)C1=CC=CC=C1)C(F)(F)F